COC1CCC(CC1)CN([C@@H]1[C@H](CCCC1)OC=1C=C2CN(C(C2=CC1)=O)C1C(NC(CC1)=O)=O)CC1CCC(CC1)OC 3-(5-(((1S,2S)-2-(bis(((1R,4S)-4-methoxycyclohexyl)methyl)amino)cyclohexyl)oxy)-1-oxoisoindolin-2-yl)piperidine-2,6-dione